CC1CN(CCN1C)CC1=CC=C(C=N1)C1=CC=C(CC2=CC=C(C=C2)N2N=C(N=C2C)C(=O)N)C=C1 1-(4-(4-(6-((3,4-dimethylpiperazin-1-yl)methyl)pyridin-3-yl)benzyl)phenyl)-5-methyl-1H-1,2,4-triazole-3-carboxamide